NC1=C2C([C@]3([C@](OC4=C3C=CC(=C4)OC)(C2=CC=C1)O)NC(C)=O)=O N-((4bR,9bR)-1-amino-4b-hydroxy-7-methoxy-10-oxo-4b,10-dihydro-9bH-indeno[1,2-b]benzofuran-9b-yl)acetamide